1-(((1S,4S,5R)-2-acetyl-2-azabicyclo[2.2.1]heptan-5-yl)methyl)-3-(5-chloro-4-(5,5-dimethyl-5,6-dihydro-4H-pyrrolo[1,2-b]pyrazol-3-yl)pyridin-2-yl)urea C(C)(=O)N1[C@H]2C[C@H]([C@@H](C1)C2)CNC(=O)NC2=NC=C(C(=C2)C2=C1N(N=C2)CC(C1)(C)C)Cl